((3R)-8-(2-chloro-5-fluorophenoxy)-7-(fluoromethyl)-1-methyl-2-oxo-1,2,3,4-tetrahydroquinolin-3-yl)urea ClC1=C(OC=2C(=CC=C3C[C@H](C(N(C23)C)=O)NC(=O)N)CF)C=C(C=C1)F